OC1=C(C=C(C=C1)CCNC)OC 2-(4-Hydroxy-3-meth-oxyphenyl)-N-methylethanamin